((benzyloxy)methyl)-1-(2-(4-chloro-3-methoxy-1-methyl-1H-pyrazol-5-yl)-7-fluoro-4-Isopropylquinolin-6-yl)-4-ethyl-1H-1,2,4-triazol-5(4H)-one C(C1=CC=CC=C1)OCC1=NN(C(N1CC)=O)C=1C=C2C(=CC(=NC2=CC1F)C1=C(C(=NN1C)OC)Cl)C(C)C